C(C)(C)(C)NC(=O)C1=CC(=C(OC2=CC(=C(C=C2Cl)CC(=O)O)F)C=C1)NS(=O)(=O)C1=C(C=C(C=C1)C1CC1)Cl 2-(4-(4-(tert-butylcarbamoyl)-2-(2-chloro-4-cyclopropylphenyl-sulfonamido)phenoxy)-5-chloro-2-fluorophenyl)acetic acid